C(CCCCC)C(C(=O)O)(C)C.C(C(C)C)(=O)OCCCCCC HEXYL ISOBUTYRATE (hexyl 2-methyl propanoate)